cis-5-(2,5-diazabicyclo[4.2.0]octan-2-yl)-N-cyclopropyl-2-picolinamide [C@@H]12N(CCN[C@H]2CC1)C=1C=CC(=NC1)C(=O)NC1CC1